2-[6-bromo-4-(fluoromethyl)-1-oxophthalazin-2-yl]-N-(5-fluoropyrimidin-2-yl)acetamide BrC=1C=C2C(=NN(C(C2=CC1)=O)CC(=O)NC1=NC=C(C=N1)F)CF